Cl.Cl.CC=1C(=C(C=C(C1)C(F)(F)F)O)C=1N=NC(=CC1)CNCC1N(CCC1)C 3-Methyl-2-(6-((((1-methylpyrrolidin-2-yl)methyl)amino)methyl)pyridazin-3-yl)-5-(trifluoromethyl)phenol dihydrochloride